C(C1=CC=CC=C1)OC[C@@H]([C@H](O)C1=C(C=CC=C1)Cl)O (1R,2S)-3-(benzyloxy)-1-(2-chlorophenyl)propane-1,2-diol